C1(CCCCCC1)N Cycloheptanamin